C1=CC=NC2=C1[C@@H]1[C@@H](C[C@@]3(CCCN13)CO)CO2 ((6aR,7aS,11aS)-6a,9,10,11a-tetrahydro-6H,7H-pyrido[3',2':5,6]pyrano[3,4-b]pyrrolizin-7a(8H)-yl)methanol